N1C(=NC=C1)N 1H-imidazol-2-amine